ClC=1C(=NC(=NC1)NC=1C=C2C=NN(C2=CC1)C)NC1=C(C=CC=C1)CNS(=O)=O N-(2-((5-chloro-2-((1-methyl-1H-indazol-5-yl)amino)pyrimidin-4-yl)amino)phenyl)methylsulfonamide